CN(CCCCCC(=O)N(CCCCCCCCCC)CCCCCCCCCC)CCCCCC(=O)N(CCCCCCCCCC)CCCCCCCCCC 6,6'-(Methylazanediyl)bis(N,N-didecylhexanamide)